3,5-dibromo-1-[(4-methoxyphenyl)methyl]-1,2,4-triazole BrC1=NN(C(=N1)Br)CC1=CC=C(C=C1)OC